diethyl ((6-cyanobenzo[b]thiophen-2-yl)difluoromethyl)phosphonate C(#N)C=1C=CC2=C(SC(=C2)C(F)(F)P(OCC)(OCC)=O)C1